(2S)-2-[4-[(2-amino-4-hydroxy-pteridin-6-yl)methylamino]benzoyl]oxy-5-oxo-5-(9-pent-4-ynyl-3,9-diazaspiro[5.5]undecan-3-yl)pentanoic acid NC1=NC2=NC=C(N=C2C(=N1)O)CNC1=CC=C(C(=O)O[C@H](C(=O)O)CCC(N2CCC3(CC2)CCN(CC3)CCCC#C)=O)C=C1